FC1=CC=C(C=C1)C(CCCN1CCC(CC1)N1C(NC2=C1C=CC=C2)=O)C2=CC=C(C=C2)F 1-[1-[4,4-bis(4-fluorophenyl)butyl]-4-piperidinyl]-1,3-dihydro-2H-benzimidazol-2-one